methyl 7-((E)-3-ethoxy-3-oxoprop-1-en-1-yl)quinoline-3-carboxylate C(C)OC(/C=C/C1=CC=C2C=C(C=NC2=C1)C(=O)OC)=O